NC1=C2C(=NC=N1)N(N=C2C2=CC(=C(C=C2)OC)OC)C(C)C=2OC1=CC=CC=C1C(C2C2=CC(=CC=C2)F)=O 2-(1-(4-Amino-3-(3,4-dimethoxyphenyl)-1H-pyrazolo[3,4-d]pyrimidin-1-yl)ethyl)-3-(3-Fluorophenyl)-4H-chromen-4-one